3-[1-(3-Carboxy-2-chlorobenzoyl)-5-{[(5-chlorothiophen-2-yl)methyl]sulfanyl}-4-methyl-1H-pyrazol-3-yl]-1-(2,2-dimethylpropanoyl)piperidin C(=O)(O)C=1C(=C(C(=O)N2N=C(C(=C2SCC=2SC(=CC2)Cl)C)C2CN(CCC2)C(C(C)(C)C)=O)C=CC1)Cl